1-(1-Isopropylpiperidin-4-yl)-7-methyl-5-(8-methyl-[1,2,4]triazolo[1,5-a]pyridin-6-yl)-1,3-dihydro-2H-benzo[d]imidazol-2-on C(C)(C)N1CCC(CC1)N1C(NC2=C1C(=CC(=C2)C=2C=C(C=1N(C2)N=CN1)C)C)=O